O=N[C@@H](CO)C(=O)O ketoserine